2-(2-((1-Hydroxy-prop-2-yl)oxy)-3,5-dimethylbenzyl)benzonitrile OCC(C)OC1=C(CC2=C(C#N)C=CC=C2)C=C(C=C1C)C